2-(piperidin-4-yloxy)acetic acid methyl ester, hydrochloride Cl.COC(COC1CCNCC1)=O